(R)-N-(4-(4-methylpiperazin-1-yl)phenyl)-6-(3-(3-phenoxyphenyl)isoxazolidin-2-yl)pyrimidine-4-amine CN1CCN(CC1)C1=CC=C(C=C1)NC1=NC=NC(=C1)N1OCC[C@@H]1C1=CC(=CC=C1)OC1=CC=CC=C1